(1S,2R)-N-benzyl-2-(3,4-difluorophenyl)cyclopropanamine hydrochloride Cl.C(C1=CC=CC=C1)N[C@@H]1[C@H](C1)C1=CC(=C(C=C1)F)F